C(C1=CC=CC=C1)OC(=O)[C@@]1(CN(C[C@@H]1CC=C)C([C@@H](NC(=O)OCC1=CC=CC=C1)CO)=O)NC(=O)OCC1=CC=CC=C1 (3R,4S)-4-allyl-1-(((benzyloxy)carbonyl)-L-seryl)-3-(((benzyloxy)carbonyl)amino)pyrrolidine-3-carboxylic acid benzyl ester